NC1=NC=C(C=N1)C1CC(CO1)O 5-(2-aminopyrimidin-5-yl)tetrahydrofuran-3-ol